C#C[C@H](CCC)NC([C@H](CC(C)C)NC(=O)C=1NC2=CC=CC(=C2C1)OC)=O N-((S)-1-(((S)-hex-1-yn-3-yl)amino)-4-methyl-1-oxopentan-2-yl)-4-methoxy-1H-indole-2-carboxamide